O[C@]1(C2=CC=C3[C@]4(CC[C@]5(CC[C@](C[C@H]5[C@@]4(CC[C@]3(C2=CC(C1=O)=O)C)C)(C(=O)OC)C)C)C)C methyl (2R,4aS,6aS,9S,12bR,14aS,14bR)-9-hydroxy-2,4a,6a,9,12b,14a-hexamethyl-10,11-dioxo-1,2,3,4,4a,5,6,6a,9,10,11,12b,13,14,14a,14b-hexadecahydropicene-2-carboxylate